NC1=C2C(=NC=N1)N(N=C2C2=NOC(=C2C2=NC=C(C=N2)C2CN(C2)C(=O)NCC(=O)O)C2CC2)C(C)(C)C 2-[[3-[2-[3-(4-amino-1-tert-butyl-pyrazolo[3,4-d]pyrimidin-3-yl)-5-cyclopropyl-isoxazol-4-yl]pyrimidin-5-yl]azetidine-1-carbonyl]amino]acetic acid